2-amino-4-methylphenol NC1=C(C=CC(=C1)C)O